C(C)OC(=O)C1(CC2=C(CNC1=O)C=CC=C2)NC(C)=O.C(C)(C)(C)C2=C(N=C(S2)NC(=O)C2(CC(C2)NC#N)Cl)Cl N-(5-tert-butyl-4-chloro-1,3-thiazol-2-yl)-1-chloro-3-(cyanoamino)cyclobutane-1-carboxamide ethyl-4-acetamido-3-oxo-2,3,4,5-tetrahydro-1H-benzo[c]azepine-4-carboxylate